CN1C=NC2=CC=C(C(=C2C1=O)C)OC=1C(=C(C=CC1)NS(=O)(=O)CCCF)F N-(3-((3,5-dimethyl-4-oxo-3,4-dihydroquinazolin-6-yl)oxy)-2-fluorophenyl)-3-fluoropropane-1-sulfonamide